dipropyl-isopropenyl-phosphonic acid C(CC)C(=C(C)P(O)(O)=O)CCC